5-(4-cyclopropyl-6-methoxy-2-methylpyrimidin-5-yl)-1H-pyrazolo[4,3-d]pyrimidine C1(CC1)C1=NC(=NC(=C1C=1N=CC2=C(N1)C=NN2)OC)C